trans-4-((3-(2-Cyclopropylthiazol-5-yl)phenyl)((trans-4-(5-methoxy-6-methylpyridin-2-yl)cyclohexyl)methyl)carbamoyl)cyclohexyl 3-hydroxyazetidine-1-carboxylate OC1CN(C1)C(=O)O[C@@H]1CC[C@H](CC1)C(N(C[C@@H]1CC[C@H](CC1)C1=NC(=C(C=C1)OC)C)C1=CC(=CC=C1)C1=CN=C(S1)C1CC1)=O